S1C(=CC=C1)C1=CC=CC2=C1N=C(S2)C=2SC=CC2 dithienyl-benzothiazole